Tetramethyl-ammonium fluoride tetrahydrate O.O.O.O.[F-].C[N+](C)(C)C